2-cyclopropylamino-ethanesulfonic acid (4-{6-amino-5-[1-(2,6-dichloro-3-fluoro-phenyl)-ethoxy]-pyridin-3-yl}-phenyl)-amide NC1=C(C=C(C=N1)C1=CC=C(C=C1)NS(=O)(=O)CCNC1CC1)OC(C)C1=C(C(=CC=C1Cl)F)Cl